[Sr].[Li] Lithium strontium